C(C)(C)(C)OC(=O)N[C@@H](C(=O)OC)C1=CC=C(C=C1)OC([C@@H](CCC)C)([2H])[2H] Methyl (R)-2-((tert-butoxycarbonyl)amino)-2-(4-(((R)-2-methylpentyl-1,1-d2)oxy)phenyl)acetate